2-(3,4-dimethoxyphenyl)-3-isopropyl-5-(4-(2-(pyrrolidin-1-yl)ethyl)piperidin-1-yl)-1H-indole COC=1C=C(C=CC1OC)C=1NC2=CC=C(C=C2C1C(C)C)N1CCC(CC1)CCN1CCCC1